(S)-1-((R)-1-(2-((R)-1-amino-2,2-dicyclopropyl-ethyl)benzo[d]oxazol-5-yl)-2-methoxyethyl)-4-(trifluoromethyl)imidazolidin-2-one hydrochloride Cl.N[C@H](C(C1CC1)C1CC1)C=1OC2=C(N1)C=C(C=C2)[C@H](COC)N2C(N[C@@H](C2)C(F)(F)F)=O